O=C1NC(CC[C@@H]1NC1=CC(=C(C(=C1)F)N1CC(C1)N1CCN(CC1)C1CCC(CC1)N1N=C2C=C(C=CC2=C1)C(C)(C)O)F)=O 2-((1r,4r)-4-(4-(1-(4-(((S)-2,6-dioxopiperidin-3-yl)amino)-2,6-difluorophenyl)azetidin-3-yl)piperazin-1-yl)cyclohexyl)-6-(2-hydroxypropan-2-yl)-2H-indazol